tert-butyl ((2-((4-((tert-butoxycarbonyl)(4,4-difluorocyclohexyl)amino)butoxy)methyl)-4-methylphenyl)sulfonyl)-L-prolinate C(C)(C)(C)OC(=O)N(CCCCOCC1=C(C=CC(=C1)C)S(=O)(=O)N1[C@@H](CCC1)C(=O)OC(C)(C)C)C1CCC(CC1)(F)F